(2S)-N-[(1S)-1-(2-amino-2-oxo-ethyl)-3-oxazol-4-yl-prop-2-ynyl]-1-[1-[4-(trifluoromethoxy)phenyl]cyclopropanecarbonyl]pyrrolidine-2-carboxamide NC(C[C@@H](C#CC=1N=COC1)NC(=O)[C@H]1N(CCC1)C(=O)C1(CC1)C1=CC=C(C=C1)OC(F)(F)F)=O